O1C(CCOC1)=O 1,5-dioxan-2-one